FC1=CC=C(C=C1)[C@H](C)NC(CCC1=NC=2C(=NC=CC2)N1CC1=CC=C(C=C1)O)=O N-[(S)-1-(4-Fluoro-phenyl)-ethyl]-3-[3-(4-hydroxy-benzyl)-3H-imidazo[4,5-b]pyridin-2-yl]-propionamide